1,1-bis(3,5-dimethyl-4-hydroxyphenyl)cyclohexane tert-butyl-4-(6-(8-fluoro-2-methylimidazo[1,2-a]pyridine-6-carboximidamido)-4-methylpyridin-3-yl)piperazine-1-carboxylate C(C)(C)(C)OC(=O)N1CCN(CC1)C=1C=NC(=CC1C)NC(=N)C=1C=C(C=2N(C1)C=C(N2)C)F.CC=2C=C(C=C(C2O)C)C2(CCCCC2)C2=CC(=C(C(=C2)C)O)C